C1(CCCCCCCCC(=O)OCCCCCCO1)=O hexamethylene sebacate